ClC=1C(=C(C=CC1F)[C@H](NC(=O)N1[C@@H](C(NCC1)=O)C)C1CC2(CC2)C1)F |o1:8| (2R)-N-((R or S)-(3-chloro-2,4-difluorophenyl)(spiro[2.3]hexan-5-yl)methyl)-2-methyl-3-oxopiperazine-1-carboxamide